C(C)(C)(C)OC(=O)N1C[C@@H](CC1)O (R)-1-tert-butoxycarbonyl-3-hydroxypyrrolidine